9,10-Didehydro-6-methylergoline CN1CCC=C2C=3C=CC=C4NC=C(C[C@@H]12)C34